tert-butyl 2-methylsulfonyloxy-7-azaspiro[3.5]nonane-7-carboxylate CS(=O)(=O)OC1CC2(C1)CCN(CC2)C(=O)OC(C)(C)C